α,α-diethylglycine C(C)C(N)(C(=O)O)CC